N-(5-methoxy-3-(methylamino)-2-nitro-4-(3-(3,4,5-trifluorobenzoyl)indolizin-8-yl)phenyl)-N-(2-methoxyethyl)acetamide COC=1C(=C(C(=C(C1)N(C(C)=O)CCOC)[N+](=O)[O-])NC)C1=CC=CN2C(=CC=C12)C(C1=CC(=C(C(=C1)F)F)F)=O